ClC=1C(=NC(=NC1)NC1=CC(=C(C=C1OC(C)C)N1CCN(CC1)CC1=CC=C(N=N1)N1C(NC(CC1)=O)=O)C)NC1=C(C=CC=C1)S(=O)(=O)C(C)C 1-(6-((4-(4-((5-chloro-4-((2-(isopropylsulfonyl)phenyl)amino)pyrimidin-2-yl)amino)-5-isopropoxy-2-methylphenyl)piperazin-1-yl)methyl)pyridazin-3-yl)dihydropyrimidine-2,4(1H,3H)-dione